tert-butyl 3-((methylthio)carbonothioyl)-4-oxopiperidine-1-carboxylate CSC(=S)C1CN(CCC1=O)C(=O)OC(C)(C)C